ClC=1C=CC(=NC1)N1[C@@H](CNC[C@@H]1C)C (3R,5S)-4-(5-chloropyridin-2-yl)-3,5-dimethylpiperazin